tert-butyl 2-(2-((5-((2-(2-ethoxy-2-oxoethyl)phenoxy)methyl)-7-iodobenzofuran-2-yl)methoxy)phenyl)acetate C(C)OC(CC1=C(OCC=2C=C(C3=C(C=C(O3)COC3=C(C=CC=C3)CC(=O)OC(C)(C)C)C2)I)C=CC=C1)=O